1,4-diamino-2,3,5,6-tetrakis(trifluoromethoxy)benzene NC1=C(C(=C(C(=C1OC(F)(F)F)OC(F)(F)F)N)OC(F)(F)F)OC(F)(F)F